dibutyl 4-methoxyphenyl phosphate P(=O)(OCCCC)(OCCCC)OC1=CC=C(C=C1)OC